3-methyl-6-(trifluoromethyl)-1H-indole-2-carboxylic acid CC1=C(NC2=CC(=CC=C12)C(F)(F)F)C(=O)O